4-(((2,2-dimethyl-4,6-dioxo-1,3-dioxan-5-ylidene)methyl)amino)-2-methoxyphenyl acetate C(C)(=O)OC1=C(C=C(C=C1)NC=C1C(OC(OC1=O)(C)C)=O)OC